ClC(C1=CC(=NC=2N1N=C(C2)C(=O)NCCCCCCCCCCNC=2C=C1C(N(C(C1=CC2)=O)C2C(NC(CC2)=O)=O)=O)C=2OC=CC2)(F)F 7-(chlorodifluoromethyl)-N-(10-{[2-(2,6-dioxohexahydropyridin-3-yl)-1,3-dioxo-2,3-dihydro-1H-isoindol-5-yl]amino}decyl)-5-(furan-2-yl)pyrazolo[1,5-a]pyrimidine-2-carboxamide